C(CCCCCCCCCCCCC)[N+]1(CCOCC1)[O-] N-tetradecyl-morpholine-N-oxide